CC(C)(CCC[C@H](C=C)C)O |r| (+/-)-2,6-dimethyl-7-octen-2-ol